N1C=CC2=CC=CC(=C12)C1=CC=C2C(CCOC2=C1)NC(O[C@@H]1CN2CCC1CC2)=O (S)-quinuclidin-3-yl (7-(1H-indol-7-yl)chroman-4-yl)carbamate